C(C)OC(C=C(CCCCCCCC)CCCCCCCC)=O.C(CCCCCCCCCC)(=O)OC(CC)CCCCC 3-octyl undecanoate ethyl-3-octyl-undec-2-enoate